C(CCCCC)C=1C=C(C2=C(C=[13CH]S2)C1)N1C(=CC2=CC=CC=C12)C(C)(C)C 5-hexyl-7-(2-tert-butyl-1H-1-indolyl)benzothiophene-13C